3-[[4-[(E)-3-[4-(2-Carboxyethoxy)phenyl]prop-2-enoyl]phenyl]sulfonylamino]propanoic acid C(=O)(O)CCOC1=CC=C(C=C1)/C=C/C(=O)C1=CC=C(C=C1)S(=O)(=O)NCCC(=O)O